1,5-diphenoxy-9,10-anthracenedione O(C1=CC=CC=C1)C1=CC=CC=2C(C3=C(C=CC=C3C(C12)=O)OC1=CC=CC=C1)=O